2-fluoro-3-nitropyridine FC1=NC=CC=C1[N+](=O)[O-]